COC1=CC=C(C=C1)C1S(CCC1)(=O)=O 2-(4-methoxyphenyl)-1λ6-thiolane-1,1-dione